3-benzyloxybenzyl chloride triphenylphosphine salt C1(=CC=CC=C1)P(C1=CC=CC=C1)C1=CC=CC=C1.C(C1=CC=CC=C1)OC=1C=C(CCl)C=CC1